CC1=NOC(=C1C1=CC=C2C=3N(C(COC31)C3=CC=CC=C3)C(=N2)NCCO)C 2-{[7-(3,5-Dimethylisoxazol-4-yl)-4-phenyl-4,5-dihydroimidazo[1,5,4-de][1,4]benzoxazin-2-yl]amino}ethanol